dodecyldimethylammonium hypobromite Br[O-].C(CCCCCCCCCCC)[NH+](C)C